[Si](C)(C)(C(C)(C)C)O[C@@H](CN1C(N(CC1)CC=1C=CC(=NC1)C=1CCN(CC1)C(=O)OC(C)(C)C)=O)CN1CC2=CC=CC=C2CC1 tert-butyl (R)-5-((3-(2-((tert-butyldimethylsilyl)oxy)-3-(3,4-dihydroisoquinolin-2(1H)-yl)propyl)-2-oxoimidazolidin-1-yl)methyl)-3',6'-dihydro-[2,4'-bipyridine]-1'(2'H)-carboxylate